FC=1C(=CC(=NC1)OC)C1=CC(=NN1)C(=O)N1C2(CC2)C[C@@H](CC1)C(=O)N[C@H]1CN([C@H](CC1)C(F)(F)F)C |&1:27| (7R)-4-[5-(5-fluoro-2-methoxypyridin-4-yl)-1H-pyrazole-3-carbonyl]-N-[(3rs,6R)-1-methyl-6-(trifluoromethyl)piperidin-3-yl]-4-azaspiro[2.5]octane-7-carboxamide